BrC1=C(C(=CC=C1)Br)C1OC1 2-(2,6-dibromophenyl)oxirane